C(C)(=O)N1CC=2N(CC1)C(=NC2Br)C(=O)NC 7-acetyl-1-bromo-N-methyl-5,6,7,8-tetrahydroimidazo[1,5-a]pyrazine-3-carboxamide